C(C1=CC=CC=C1)N1CCC(CC1)(F)CC1C(C2=CC=C(C=C2C1)C1CCNCC1)=O 2-((1-benzyl-4-fluoropiperidin-4-yl)methyl)-5-(piperidin-4-yl)-2,3-dihydro-1H-inden-1-one